C(CC)N(S(=O)(=O)C1=CC=C(C(=O)OCC)C=C1)CCC Ethyl 4-(dipropylsulfamoyl)benzoate